C(C)(C)(C)OC(=O)N=[S@@](=O)(C=1C(=NC(=CC1)C)O[C@H](C)CCC=O)N1[C@@H](CCC1)C(=O)OC methyl ((S)-N-(tert-butoxycarbonyl)-6-methyl-2-(((R)-5-oxopentan-2-yl)oxy)pyridine-3-sulfonimidoyl)-L-prolinate